COC=1C=C(C=CC1)C1=NNC(=C1)C1=CC(=CC=C1)C(C)O[Si](C(C)C)(C(C)C)C(C)C 3-(3-methoxyphenyl)-5-(3-(1-((triisopropylsilyl)oxy)ethyl)phenyl)-1H-pyrazole